(R)-2'-fluoro-N-(6-(2-hydroxypropan-2-yl)-5-(trifluoromethyl)pyridin-3-yl)-6',7'-dihydrospiro[cyclobutane-1,8'-cyclopenta[e]pyrazolo[1,5-a]pyrimidine]-6'-carboxamide FC1=NN2C(N=CC3=C2C2(C[C@H]3C(=O)NC=3C=NC(=C(C3)C(F)(F)F)C(C)(C)O)CCC2)=C1